5-chloro-1-(1-cyclopropyl-1H-pyrazol-4-yl)-6-(3,8-diazabicyclo[3.2.1]octan-3-yl)-1H-indazole ClC=1C=C2C=NN(C2=CC1N1CC2CCC(C1)N2)C=2C=NN(C2)C2CC2